FC1(CCN(CC1)C(=O)C=1C=C2C=NN(C2=CC1)C1=CC=C(C(=O)O)C=C1)F 4-(5-(4,4-difluoropiperidine-1-carbonyl)-1H-indazol-1-yl)benzoic acid